BrC1=CN=C(N1C)C(=O)NC1=CC(=C(C(=O)N2CCC(CC2)C(=O)NCC2CN(C2)C(=O)OC(C)(C)C)C=C1)Cl tert-butyl 3-((1-(4-(5-bromo-1-methyl-1H-imidazole-2-carboxamido)-2-chlorobenzoyl)piperidine-4-carboxamido)methyl)azetidine-1-carboxylate